7-(4-methylpyridin-3-yl)-1,5-dihydrobenzo[e][1,4]oxazepin-2(3H)-one CC1=C(C=NC=C1)C1=CC2=C(NC(COC2)=O)C=C1